C(C)(C)(C)P(C1(C(C=CC=C1PCC(C)C)=C1C=CC(=CC1(C)PCC(C)C)PCC(C)C)C)C(C)(C)C 2-di-tert-butylphosphino-3,4',6'-triisobutylphosphino-2,6'-dimethylbiphenyl